N-[(3,3-difluorocyclohexyl){5-[2-(dimethylcarbamoyl)phenyl]-4-fluoro-1H-benzimidazol-2-yl}methyl]-3-ethylisoxazole-4-carboxamide FC1(CC(CCC1)C(NC(=O)C=1C(=NOC1)CC)C1=NC2=C(N1)C=CC(=C2F)C2=C(C=CC=C2)C(N(C)C)=O)F